C(C)(C)N1C2=NC(=NC(=C2N=C1)NC1=CC(=NC=C1)C(F)(F)F)C1=CC=NC=C1 9-isopropyl-2-(pyridin-4-yl)-N-(2-(trifluoromethyl)pyridin-4-yl)-9H-purin-6-amine